N-(5-bromo-pyrazin-2-yl)-terephthalamic acid methyl ester COC(C1=CC=C(C(=O)NC2=NC=C(N=C2)Br)C=C1)=O